C(CC)C=1C=C(C(=O)N)C=C(C1O)CCC 3,5-dipropyl-4-hydroxybenzoamide